methyl 4-amino-9-(2-((1R,3S,5R)-3-((6-bromopyridin-2-yl)carbamoyl)-2-azabicyclo[3.1.0]hexan-2-yl)-2-oxoethyl)-8-methyl-9H-pyrimido[4,5-b]indole-6-carboxylate NC1=NC=NC=2N(C3=C(C=C(C=C3C21)C(=O)OC)C)CC(=O)N2[C@@H]1C[C@@H]1C[C@H]2C(NC2=NC(=CC=C2)Br)=O